3-(4-methylpiperazine-1-yl)propyltrimethoxysilane CN1CCN(CC1)CCC[Si](OC)(OC)OC